(S)-N-(5-(4-fluorophenoxy)pyrazin-2-yl)-2-(4-(4-(2-hydroxyethyl)-5-oxo-4,5-dihydropyrazine-2-carbonyl)-3,3-dimethylpiperazin-1-yl)propanamide FC1=CC=C(OC=2N=CC(=NC2)NC([C@H](C)N2CC(N(CC2)C(=O)C=2N=CC(N(C2)CCO)=O)(C)C)=O)C=C1